ClC1=CC(=C(COC2=CC=CC(=N2)C2CCN(CC2)CC2=NC=3C(=NC(=CC3)C(=O)O)N2CC=2OC=CN2)C=C1)F 2-[(4-{6-[(4-chloro-2-fluorobenzyl)oxy]pyridin-2-yl}piperidin-1-yl)methyl]-3-(1,3-oxazol-2-ylmethyl)-3H-imidazo[4,5-b]pyridine-5-carboxylic acid